5-chloro-2-[(4-methoxy-4-methylpiperidin-1-yl)methyl]-7,8-dihydro-6H-spiro[[1,3]oxazolo[5,4-f]quinazoline-9,1'-cyclohexan]-7-one ClC=1C=C2C(=C3C1NC(NC31CCCCC1)=O)OC(=N2)CN2CCC(CC2)(C)OC